C(#N)C1=C(OC=2C=C3C(N(C=NC3=CC2)C=2C=NN(C2)C2CCN(CC2)C(=O)OC(C)(C)C)=O)C(=CC=C1NS(N(C)CC)(=O)=O)F tert-butyl 4-[4-[6-[2-cyano-3-[[ethyl(methyl)sulfamoyl]amino]-6-fluoro-phenoxy]-4-oxo-quinazolin-3-yl]pyrazol-1-yl]piperidine-1-carboxylate